[Na+].C=1(C(=CC=C2C=CC=CC12)S(=O)(=O)[O-])S(=O)(=O)[O-].[Na+] naphthalenedisulfonic acid sodium salt